CN(C)C=C1[C@@](CCCC1)(O)C1=C(C=CC=C1)O |r| (±)-(1RS,2RS)-2-[(N,N-dimethylamino)methylene]-1-hydroxy-cyclohexyl-phenol